NC=1C(=NC(=CN1)C1=CC(=NC=C1F)C=1C=NN(C1)CC(F)(F)F)C(=O)N[C@@H]1CNCC[C@H]1O 3-amino-6-(5-fluoro-2-(1-(2,2,2-trifluoroethyl)-1H-pyrazol-4-yl)pyridin-4-yl)-N-((3R,4R)-4-hydroxypiperidin-3-yl)pyrazine-2-carboxamide